3-fluoro-N-(3-fluoro-5-(3-(pyrrolidin-1-yl)quinoxaline-6-carbonyl)phenyl)benzamide FC=1C=C(C(=O)NC2=CC(=CC(=C2)C(=O)C=2C=C3N=C(C=NC3=CC2)N2CCCC2)F)C=CC1